N-(2-(1-(Oxetan-3-yl)piperidin-4-yl)ethyl)-3-(((7-(pyridin-4-yl)-2,3-dihydrofuro[3,2-c]pyridin-4-yl)amino)methyl)benzamid O1CC(C1)N1CCC(CC1)CCNC(C1=CC(=CC=C1)CNC1=NC=C(C2=C1CCO2)C2=CC=NC=C2)=O